4-(4-((1R,5S)-3,8-diazabicyclo[3.2.1]octan-3-yl)-2-(3-(diethylamino)azetidin-1-yl)-8-fluoroquinazolin-7-yl)naphthalen-2-ol [C@H]12CN(C[C@H](CC1)N2)C2=NC(=NC1=C(C(=CC=C21)C2=CC(=CC1=CC=CC=C21)O)F)N2CC(C2)N(CC)CC